BrC1=C2OCC(N3C(NC(C(=C1)F)=C32)C)C 6-Bromo-8-fluoro-2,3-dimethyl-3,4-dihydro-5-oxa-1,2a-diazaacenaphthene